C(#C)C1=CC(N(C=2N=C(N=CC21)NC2=CC=C(C=C2)N2CCN(CC2)C)CC2OCCC2)=O 5-Ethynyl-2-((4-(4-methylpiperazin-1-yl)phenyl)amino)-8-((tetrahydrofuran-2-yl)methyl)pyrido[2,3-d]pyrimidin-7(8H)-one